CN(C)CC1=CC=C(C=C1)C1=CC=CC=C1 N,N-dimethyl-1-(4-phenylphenyl)methylamine